C1(CCCCC1)[C@H](CNC(=O)[C@@H]1[C@@H]([C@H]2CC[C@@H]1C2)NC(=O)C=2C(=CC(=C(OC1CCC(CC1)(C(=O)O)C)C2)F)OC)C2CC2 (1S,4s)-4-(5-(((1S,2R,3S,4R)-3-(((R)-2-cyclohexyl-2-cyclopropylethyl)carbamoyl)bicyclo[2.2.1]hept-2-yl)carbamoyl)-2-fluoro-4-methoxyphenoxy)-1-methylcyclohexane-1-carboxylic acid